1-((S)-3-(4-amino-3-(((S)-1-(3,5-dimethoxyphenyl)ethyl)amino)-1H-pyrazolo[3,4-d]pyrimidin-1-yl)pyrrolidin-1-yl)prop-2-en-1-one NC1=C2C(=NC=N1)N(N=C2N[C@@H](C)C2=CC(=CC(=C2)OC)OC)[C@@H]2CN(CC2)C(C=C)=O